FC1(CC1)S(=O)(=O)N[C@@H]1[C@@H](C=2C(N(C=NC2CC1)C(C)C)=O)CC=1C(=C(C=CC1)C1=CC=CC=C1)F 1-fluoro-N-[(5R,6S)-5-[(2-fluoro[1,1'-biphenyl]-3-yl)methyl]-4-oxo-3-(propan-2-yl)-3,4,5,6,7,8-hexahydroquinazolin-6-yl]cyclopropane-1-sulfonamide